N-tosyl-DL-phenylglycine ethyl ester C(C)OC([C@H](NS(=O)(=O)C1=CC=C(C)C=C1)C1=CC=CC=C1)=O |r|